hydroxysuccinimidyl N-4-azidobenzoate N(=[N+]=[N-])C1=CC=C(C(=O)ON2C(C(CC2=O)O)=O)C=C1